2-beta-D-glucopyranosyloxy-4-methoxy-cis-cinnamic acid [C@@H]1([C@H](O)[C@@H](O)[C@H](O)[C@H](O1)CO)OC1=C(\C=C/C(=O)O)C=CC(=C1)OC